C(C)(C)(C)N(C([O-])=O)[C@H](CO)C(CCC=C)(C)C.COS(=O)(=O)[O-].C(C(=C)C)(=O)OCC[N+](C)(C)C.C(C(=C)C)(=O)OCC[N+](C)(C)C methacryloyloxyethyl-trimethyl-ammonium methyl-sulfate tert-butyl-(S)-(1-hydroxy-3,3-dimethylhept-6-en-2-yl)carbamate